ClC1=C(C=C(C(=C1)C)C1=CC2=C(N=C(N=C2)NC)N2C1=NCC2)NC(=O)C2=NC=CC(=C2)C(F)(F)F N-(2-chloro-4-methyl-5-(2-(methylamino)-8,9-dihydroimidazo[1',2':1,6]pyrido[2,3-d]pyrimidin-6-yl)phenyl)-4-(trifluoromethyl)pyridineamide